9,10-dichloro-methyl-anthracene ClC=1C2=CC=CC=C2C(=C2C=CC=C(C12)C)Cl